N-[1-[[(2-fluoroacetyl)-[(2-oxo-pyrrolidin-3-yl)methyl]amino]carbamoyl]-3-methyl-butyl]-1H-indole-2-carboxamide FCC(=O)N(CC1C(NCC1)=O)NC(=O)C(CC(C)C)NC(=O)C=1NC2=CC=CC=C2C1